2-amino-5-fluoro-spiro[5,6-dihydro-cyclopenta[b]thiophene-4,3'-azetidine]-3-carbonitrile, hydrochloride salt Cl.NC1=C(C2=C(S1)CC(C21CNC1)F)C#N